N-(3-ethylphenyl)-3-methyl-1-(4-nitrophenyl)-5-oxo-4,5-dihydro-1H-pyrazole-4-carboxamide C(C)C=1C=C(C=CC1)NC(=O)C1C(=NN(C1=O)C1=CC=C(C=C1)[N+](=O)[O-])C